2,4-Difluorophenylisocyanat FC1=C(C=CC(=C1)F)N=C=O